p-hydroxybenzenesulfonyl chloride OC1=CC=C(C=C1)S(=O)(=O)Cl